(S)-8-bromo-6-(pyridin-2-yl)-1,3,4,4a-tetrahydro-2H-benzo[e]pyrido[3,2-b][1,4]diazepin-2-one BrC1=CC2=C(N=C3[C@@H](N=C2C2=NC=CC=C2)CCC(N3)=O)C=C1